FC(S(=O)(=O)OC1=C2CCCC2=CC(=C1)Cl)(F)F 6-chloro-2,3-dihydro-1H-inden-4-yl trifluoromethanesulfonate